C(C)(C)(C)OC(=O)N1C[C@H](OC[C@@H]1C1=CC=C(C=C1)Br)C |r| rac-(2r,5s)-5-(4-bromophenyl)-2-methylmorpholine-4-carboxylic acid tert-butyl ester